Diethyl 1-{2-[4-chloro-3-(trifluoromethoxy)phenyl]-2-oxoethyl}-4-cyclopropyl-1H-pyrazole-3,5-dicarboxylate ClC1=C(C=C(C=C1)C(CN1N=C(C(=C1C(=O)OCC)C1CC1)C(=O)OCC)=O)OC(F)(F)F